(2-cyclododecylethyl)borane C1(CCCCCCCCCCC1)CCB